N-[(E)-[(2,6-dichlorophenyl)-(7,7-difluoro-5-azaspiro[2.4]heptan-5-yl)methylene]amino]-4-methylbenzenesulfonamide ClC1=C(C(=CC=C1)Cl)/C(/N1CC2(CC2)C(C1)(F)F)=N\NS(=O)(=O)C1=CC=C(C=C1)C